N-{2-[4-(aminomethyl)-4-methoxy-piperidin-1-yl]pyrimidin-4-yl}-8-[(2R,3S)-3-(methanesulfonyl-methyl)-2-methylazetidin-1-yl]-5-(propan-2-yl)isoquinolin-3-amine NCC1(CCN(CC1)C1=NC=CC(=N1)NC=1N=CC2=C(C=CC(=C2C1)C(C)C)N1[C@@H]([C@H](C1)CS(=O)(=O)C)C)OC